(2R)-2-(6-{5-chloro-2-[(oxan-4-yl)amino]pyrimidin-4-yl}-1-oxo-2,3-dihydro-1H-isoindol-2-yl)-N-[(1R)-1-[2-(dimethylamino)pyrimidin-4-yl]ethyl]propanamide ClC=1C(=NC(=NC1)NC1CCOCC1)C1=CC=C2CN(C(C2=C1)=O)[C@@H](C(=O)N[C@H](C)C1=NC(=NC=C1)N(C)C)C